3-OXO-3-[4-(PROPAN-2-YLOXY)PHENYL]PROPANAL O=C(CC=O)C1=CC=C(C=C1)OC(C)C